3-((3-(8-(((3S,4R)-3-fluoro-1-methylpiperidin-4-yl)amino)-3-((trifluoromethyl)thio)imidazo[1,2-a]pyridin-2-yl)prop-2-yn-1-yl)amino)-4-methoxybenzamide F[C@H]1CN(CC[C@H]1NC=1C=2N(C=CC1)C(=C(N2)C#CCNC=2C=C(C(=O)N)C=CC2OC)SC(F)(F)F)C